BrC=1C(=C(C2=C(NC(N2)=O)C1)F)F 6-bromo-4,5-difluoro-1,3-dihydro-2H-benzimidazol-2-one